C1(CC1)C(C1=C(C=C(C=C1)F)F)C1N(C(C2=CC=C(C=C12)C(=O)N)=O)C1C(NC(CC1)=O)=O (cyclopropyl-(2,4-difluorophenyl)methyl)-2-(2,6-dioxopiperidin-3-yl)-1-oxoisoindoline-5-carboxamide